3-bromo-2-[4-(4-methyl-1,2,4-triazol-3-yl)piperazin-1-yl]benzonitrile BrC=1C(=C(C#N)C=CC1)N1CCN(CC1)C1=NN=CN1C